7-bromo-6-[[(1S,5R)-8-methyl-8-azabicyclo[3.2.1]octan-3-yl]amino]-1H-pyrrolo[3,2-c]pyridine-2-carbonitrile BrC=1C2=C(C=NC1NC1C[C@@H]3CC[C@H](C1)N3C)C=C(N2)C#N